BrC1=CC(=CC=2C3C(CN(C12)C1CN(CC1)C(=O)OC(C)(C)C)C3)Cl tert-butyl 3-(4-bromo-6-chloro-1a,2-dihydro-1H-cyclopropa[c]quinolin-3(7bH)-yl)pyrrolidine-1-carboxylate